tert-butyl (S)-3-((4-amino-7-bromoquinolin-3-yl)carbamoyl)pyrrolidine-1-carboxylate NC1=C(C=NC2=CC(=CC=C12)Br)NC(=O)[C@@H]1CN(CC1)C(=O)OC(C)(C)C